C[C@@H]1O[C@H](CC(C1)NCC=1C=C2C=CC(=NC2=CC1)C)C |r| (2SR,6SR)-2,6-dimethyl-N-((2-methylquinolin-6-yl)methyl)tetrahydro-2H-pyran-4-amine